ClC=1C(=NC=CC1)S(=O)(=N)\C=C\C1=C(C=CC=C1)Cl (E)-(3-chloropyridin-2-yl)(2-chlorostyryl)(imino)-lambda6-sulfanone